2-isopropyl-3-tert-butyl-1,4-naphthoquinone C(C)(C)C=1C(C2=CC=CC=C2C(C1C(C)(C)C)=O)=O